(R)-2-methyl-3-(4-(4-(1-(pentan-3-yl)-1H-pyrazol-4-yl)pyrazolo[1,5-a]pyrazin-6-yl)-1H-pyrazol-1-yl)propan-1-ol C[C@@H](CO)CN1N=CC(=C1)C=1N=C(C=2N(C1)N=CC2)C=2C=NN(C2)C(CC)CC